1-(4-(4-((4-([1,2,4]triazolo[1,5-c]pyrimidin-7-yloxy)-3-methylphenyl)amino)-5-(3-(dimethylamino)azetidin-1-yl)quinazolin-7-yl)-3,6-dihydropyridin-1(2H)-yl)prop-2-en-1-one N=1C=NN2C=NC(=CC21)OC2=C(C=C(C=C2)NC2=NC=NC1=CC(=CC(=C21)N2CC(C2)N(C)C)C=2CCN(CC2)C(C=C)=O)C